NC1=NN=C(O1)[C@@H]1NCC[C@@H](C1)C1=C(C=CC(=C1Cl)Cl)O |o1:6,10| (2R,4S)-rel-2-(2-(5-amino-1,3,4-oxadiazol-2-yl)piperidin-4-yl)-3,4-dichlorophenol